4-((3-(N-(tert-butyl)aminosulfonyl)phenyl)amino)-5-methylpyrimidine C(C)(C)(C)NS(=O)(=O)C=1C=C(C=CC1)NC1=NC=NC=C1C